N=1N(N=CC1)C1=C(C=CC=C1)C(=O)N1CCC(CCC1)N (2-(2H-1,2,3-triazol-2-yl)phenyl)(4-aminoazepan-1-yl)methanone